CC1=C(CS(=O)(=O)N[C@@H]([C@H](N)C2=CC=CC=C2)C2=CC=CC=C2)C(=CC=C1)C (R,R)-N-(2',6'-dimethyl-benzylsulfonyl)-1,2-diphenyl-ethylenediamine